3-(1-(2-chloro-2-fluoroacetyl)-2-((S)-2-(2-((3-methoxyphenyl)amino)acetamido)-4-methylpentanoyl)hydrazino)propanamide ClC(C(=O)N(NC([C@H](CC(C)C)NC(CNC1=CC(=CC=C1)OC)=O)=O)CCC(=O)N)F